Tributyl orthopropionate C(CC)(OCCCC)(OCCCC)OCCCC